COC1CC(C1)N1C2CN(CC1CC2)C2=C1C(=NC=C2)NC(=N1)C=1C=NN(C1)C 7-(8-((1r,3R)-3-methoxycyclobutyl)-3,8-diazabicyclo[3.2.1]octan-3-yl)-2-(1-methyl-1H-pyrazol-4-yl)-3H-imidazo[4,5-b]pyridine